C([C@@H](O)C)(=O)N[C@@H](CCCCN)C(=O)O anti-L-lactoyl-Lysine